4-(1-methyl-1H-imidazol-5-yl)-N-(2-azaspiro[3.5]nonan-7-yl)thiazole-2-carboxamide hydrochloride Cl.CN1C=NC=C1C=1N=C(SC1)C(=O)NC1CCC2(CNC2)CC1